COC=1C=NC2=CC=CC(=C2C1)N[C@@H]1CN(CC1)C(=O)OC(C)(C)C tert-butyl (S)-3-((3-methoxyquinolin-5-yl)amino)pyrrolidine-1-carboxylate